OC(C=CC=CCCCCCCCC(=O)O)CC=CCC 13-Hydroxyoctadeca-9,11,15-trienoic acid